NC=1C=NN(C1)C1CN(C1)C(=O)OC(C)(C)C tert-butyl 3-(4-amino-1H-pyrazol-1-yl)azetidine-1-carboxylate